isoxazole-3-carboxylic acid ethylamide C(C)NC(=O)C1=NOC=C1